C1=CC=CC2=C(C3=CC=CC=C3C(=C12)CC(C(=O)O)C(=O)O)CC(C(=O)O)C(=O)O 2,2'-(anthracene-9,10-diylbis(methylene))dipropanedioic acid